(3R,4S)-3-cyclopropyl-4-methyl-1-[1-(2-methylpyridin-4-yl)pyrazolo[3,4-c]pyridin-3-yl]-2-oxopyrrolidine-3-carbonitrile C1(CC1)[C@]1(C(N(C[C@H]1C)C1=NN(C2=CN=CC=C21)C2=CC(=NC=C2)C)=O)C#N